trans-4-[[3-fluoro-4-(hydroxymethyl)phenyl]methyl]cyclohexanecarboxylic acid FC=1C=C(C=CC1CO)C[C@@H]1CC[C@H](CC1)C(=O)O